ClC1=C(C=CC=C1F)C1CCN(CC1)C(CN1N=C(C2=C1CCC2)C(=O)N2C[C@H](O[C@H](C2)C)C)=O 1-[4-(2-Chloro-3-fluorophenyl)piperidin-1-yl]-2-{3-[(2R,6S)-2,6-dimethylmorpholin-4-carbonyl]-5,6-dihydrocyclopenta[c]pyrazol-1(4H)-yl}ethan-1-on